lithium 6-(2-amino-pyrimidin-5-yl)-8-morpholinoimidazo[1,2-a]pyrazine-2-carboxylate NC1=NC=C(C=N1)C=1N=C(C=2N(C1)C=C(N2)C(=O)[O-])N2CCOCC2.[Li+]